3-methyl-N-[(1s,4s)-4-{[2-(trifluoromethyl)imidazo[1,2-a]pyridin-5-yl]amino}cyclohexyl]-1H-pyrrolo[2,3-b]pyridine-4-carboxamide CC1=CNC=2N=CC=C(C21)C(=O)NC2CCC(CC2)NC2=CC=CC=1N2C=C(N1)C(F)(F)F